Cl.FC1(CCNCC1)C1=CC=C(C#N)C=C1 4-(4-fluoropiperidin-4-yl)benzonitrile hydrochloride